C[C@@]12CCC#CCC[C@]2(C1CO)C ((1R,8S,9r)-1,8-dimethylbicyclo[6.1.0]non-4-yn-9-yl)methanol